5-(chloromethyl)-2-(2,2,2-trifluoroethoxy)pyrimidine ClCC=1C=NC(=NC1)OCC(F)(F)F